ClC=1C(=NN2C1C(NCC2)=O)B2OC(C(O2)(C)C)(C)C 3-chloro-2-(4,4,5,5-tetramethyl-1,3,2-dioxaborolan-2-yl)-5H,6H,7H-pyrazolo[1,5-a]pyrazin-4-one